6-fluoro-2-(4-(2-(fluoromethyl)thiazol-4-yl)but-3-ynyl)-imidazo[1,2-a]pyridine FC=1C=CC=2N(C1)C=C(N2)CCC#CC=2N=C(SC2)CF